Dibenzyl 1-[(4-undecylphenyl)acetyl]azetidin-3-yl phosphate P(=O)(OCC1=CC=CC=C1)(OCC1=CC=CC=C1)OC1CN(C1)C(CC1=CC=C(C=C1)CCCCCCCCCCC)=O